BrC1=C2C(=CC(=NC2=C2C(=C1)CNC2)C(F)(F)F)C(F)(F)F 5-bromo-2,4-bis(trifluoromethyl)-8,9-dihydro-7H-pyrrolo[3,4-h]quinoline